5-(4-(6-((2-(5-Fluoro-2,7-dimethylbenzo[b]thiophen-3-yl)ethyl)amino)pyrimidin-4-yl)-2-methoxyphenyl)isoxazol-3(2H)-on FC1=CC2=C(SC(=C2CCNC2=CC(=NC=N2)C2=CC(=C(C=C2)C2=CC(NO2)=O)OC)C)C(=C1)C